9-(4-(10-PHENYLANTHRACENE-9-yl)phenyl)-9H-carbazole C1(=CC=CC=C1)C1=C2C=CC=CC2=C(C2=CC=CC=C12)C1=CC=C(C=C1)N1C2=CC=CC=C2C=2C=CC=CC12